C(C)OC(=O)C=1N=NC2=C(N1)C=C(C=C2C2=NC(=CC=C2)C2=CC=CC=C2)C 6-methyl-8-(6-phenylpyridin-2-yl)benzo[e][1,2,4]triazine-3-carboxylic acid ethyl ester